(6R)-5-tert-Butyl 3-ethyl 2-(2-((1-(4-(difluoromethoxy) phenyl) ethyl) amino)-3-methoxy-3-oxopropyl)-6-methyl-6,7-dihydro-2H-pyrazolo[4,3-c]pyridine-3,5(4H)-dicarboxylate FC(OC1=CC=C(C=C1)C(C)NC(CN1N=C2C(CN([C@@H](C2)C)C(=O)OC(C)(C)C)=C1C(=O)OCC)C(=O)OC)F